ClC=1C=C2C=NC(=NC2=CC1N1CCC2(C(COC2)=O)CC1)NC=1C=NN(C1Cl)C1CC1 8-{6-chloro-2-[(5-chloro-1-cyclopropyl-1H-pyrazol-4-yl)amino]quinazolin-7-yl}-2-oxa-8-azaspiro[4.5]decan-4-one